N1(CCC(CC1)C(=O)OCC)C(=O)OC(C)(C)C tert-butyl ethyl piperidine-1,4-dicarboxylate